3-(4-chlorophenyl)-5-(pyridin-2-yl)-4-hydroxy-1H-pyrazole ClC1=CC=C(C=C1)C1=NNC(=C1O)C1=NC=CC=C1